7-diethylamino-3-(4-diethylaminobenzoyl)coumarin C(C)N(C1=CC=C2C=C(C(OC2=C1)=O)C(C1=CC=C(C=C1)N(CC)CC)=O)CC